COC1=CC(=CC=2N(C=NC21)C)C(=O)O 4-methoxy-1-methyl-1H-benzo[d]imidazole-6-carboxylic acid